ClC1=CC=C(CO[C@@H]2CC[C@H](CC2)C(=O)NCC2=C(C(=C(C=C2)C(F)(F)F)C=2NC(C(=C(N2)C)F)=O)F)C=C1 trans-4-[(4-chlorobenzyl)oxy]-N-[2-fluoro-3-(5-fluoro-4-methyl-6-oxo-1,6-dihydropyrimidin-2-yl)-4-(trifluoromethyl)benzyl]cyclohexane-1-carboxamide